(S)-4-(3-fluoro-4-(2-methylpyrrolidin-1-yl)phenyl)-5-methylthiazol-2-amine FC=1C=C(C=CC1N1[C@H](CCC1)C)C=1N=C(SC1C)N